C1(=CC=CC=C1)[N+]=1[N-]OC(C1)=O N-phenyl-sydnone